4-chloro-6-methoxyquinazoline ClC1=NC=NC2=CC=C(C=C12)OC